2-((2-propylthiazol-5-yl)methyl)-6-(2-(2,2,2-trifluoroethoxy)pyrimidin-5-yl)pyridazin-3(2H)-one C(CC)C=1SC(=CN1)CN1N=C(C=CC1=O)C=1C=NC(=NC1)OCC(F)(F)F